1-(4-{[5-amino-8-chloro-6-fluoro-7-(8-methyl-2,3-dihydro-1H-pyrido[2,3-b][1,4]oxazin-7-yl)quinazolin-2-yl]amino}phenyl)-2-methylpropan-2-ol NC1=C2C=NC(=NC2=C(C(=C1F)C1=C(C2=C(OCCN2)N=C1)C)Cl)NC1=CC=C(C=C1)CC(C)(O)C